((2S,5S)-1-(Bis(4-fluorophenyl)methyl)-4-(2-chloro-8-methyl-9-(((S)-tetrahydrofuran-2-yl)methyl)-9H-purin-6-yl)-5-methylpiperazin-2-yl)methanol FC1=CC=C(C=C1)C(N1[C@@H](CN([C@H](C1)C)C1=C2N=C(N(C2=NC(=N1)Cl)C[C@H]1OCCC1)C)CO)C1=CC=C(C=C1)F